C1(=CC=CC=C1)NC1=NC=NC(=C1)N N4-phenylpyrimidine-4,6-diamine